2-(methyl-d)naphthalene C(C1=CC2=CC=CC=C2C=C1)[2H]